N-(5-(2-((5-amino-2-methylphenyl)amino)pyrimidin-4-yl)-4-methylthiazol-2-yl)acetamide NC=1C=CC(=C(C1)NC1=NC=CC(=N1)C1=C(N=C(S1)NC(C)=O)C)C